ClC=1C=CC(=NC1)N1CC2(CC1)CC(C1=CC(=CC=C12)C1=C(C=CC=C1)C1CC1)O 1'-(5-chloropyridin-2-yl)-5-(2-cyclopropylphenyl)-2,3-dihydrospiro[inden-1,3'-pyrrolidin]-3-ol